ethyl (S)-3-amino-3-(3-(2,6-dimethylphenoxy)phenyl)propanoate hydrochloride Cl.N[C@@H](CC(=O)OCC)C1=CC(=CC=C1)OC1=C(C=CC=C1C)C